C(C1C(C)O1)(=O)OCC ethyl 2,3-epoxybutyrate